(R)-chlorophenyl-propanol Cl[C@@](CC)(O)C1=CC=CC=C1